N[C@@H]1C[C@H](C1)C1CN(C(O1)=O)C=1C=CC=2OCC(NC2N1)=O 6-[5-(trans-3-aminocyclobutyl)-2-oxo-1,3-oxazolidin-3-yl]-4H-pyrido[3,2-b][1,4]oxazin-3-one